C(C1=CC=CC=C1)OCCC1CCOC2=C(C1)C=CC(=C2C=O)C(=O)O 4-[2-(benzyloxy)ethyl]-9-formyl-2,3,4,5-tetrahydro-1-benzoxepine-8-carboxylic acid